Cl.NC(C(=O)O)\C=C\OCCN trans-2-Amino-4-(2-aminoethoxy)-3-butenoic acid hydrochloride